6,7-dibromo-2,3-dihydro-1,4-benzodioxine-2-carbonitrile BrC1=CC2=C(OC(CO2)C#N)C=C1Br